(S)-5-(2-(3,3-difluoro-2,2-dimethylpropionyl)isoxazolidin-3-yl)nicotinonitrile FC(C(C(=O)N1OCC[C@H]1C=1C=NC=C(C#N)C1)(C)C)F